2,5-dioxopyrrolidin-1-yl (tert-butoxycarbonyl)-L-valinate C(C)(C)(C)OC(=O)N[C@@H](C(C)C)C(=O)ON1C(CCC1=O)=O